3-bromo-1,1,2,3,4,4-hexafluorobut-1-ene BrC(C(=C(F)F)F)(C(F)F)F